Cl.C(C)N(CCS)CC 2-(diethylamino)ethanethiol hydrochloride